4-[5-(4-fluorophenyl)-6-tetrahydropyran-4-yl-1H-pyrrolo[2,3-f]indazol-7-yl]-N-(3-methylsulfonylcyclobutyl)benzamide FC1=CC=C(C=C1)N1C(=C(C2=C1C=C1C=NNC1=C2)C2=CC=C(C(=O)NC1CC(C1)S(=O)(=O)C)C=C2)C2CCOCC2